C(C1=CC=CC=C1)C1=C2NC=NC2=NC(=N1)Cl 6-benzyl-2-chloropurine